C(C)(=O)N[C@@H]1[C@@H](CCCC1)NC(=O)C=1SC=2N=CC=C3N(C(NC1C23)=O)C2=C(C=C(C=C2)OC2=CC=CC=C2)C N-((1R,2S)-2-Acetamidocyclohexyl)-5-(2-methyl-4-phenoxyphenyl)-4-oxo-4,5-dihydro-3H-1-thia-3,5,8-triazaacenaphthylene-2-carboxamide